Methyl-(S,E)-(1-((1-((1-(2,4-difluorobenzyl)-5-fluoro-1H-benzo[d]imidazol-2-yl)methyl)-6-oxo-1,6-dihydropyrimidin-5-yl)amino)-7-(dimethylamino)-1,7-dioxohept-5-en-2-yl)carbamat COC(N[C@H](C(=O)NC1=CN=CN(C1=O)CC1=NC2=C(N1CC1=C(C=C(C=C1)F)F)C=CC(=C2)F)CC\C=C\C(=O)N(C)C)=O